4-(4-chloro-7H-pyrrolo[2,3-d]pyrimidin-6-yl)aniline ClC=1C2=C(N=CN1)NC(=C2)C2=CC=C(N)C=C2